ethyl 7-methoxy-2-oxo-1H-quinoline-3-carboxylate COC1=CC=C2C=C(C(NC2=C1)=O)C(=O)OCC